rac-3,3-dimethylbicyclo[2.2.1]heptan CC1(CC2CCC1C2)C